Cl.ClC=1C(=CC2=C(OCCO2)C1)CCN 2-(7-chloro-2,3-dihydro-benzo[1,4]dioxin-6-yl)-ethylamine hydrochloride